N=1C=CN2C1C=NC(=C2)C2=CC=C(C(=O)OCC)C=C2 ethyl 4-(imidazo[1,2-a]pyrazin-6-yl)benzoate